5-(4-aminobutoxy)isophthalonitrile NCCCCOC=1C=C(C=C(C#N)C1)C#N